Cl.Cl.N[C@H](CC1=C(C2=NC(=CC(=C2S1)NCC=1SC=CN1)Cl)Cl)C 2-[(2S)-2-aminopropyl]-3,5-dichloro-N-[(1,3-thiazol-2-yl)methyl]thieno[3,2-b]pyridin-7-amine dihydrochloride